C1(=CC=CC=C1)[Ir+2] phenyl-iridium(III)